N-((4-Ethyl-4H-1,2,4-triazol-3-yl)methyl)-6-(4-fluorophenyl)-8-methoxyquinazolin-4-amine C(C)N1C(=NN=C1)CNC1=NC=NC2=C(C=C(C=C12)C1=CC=C(C=C1)F)OC